C1CCC2=CC(=CC=C12)OCC(=O)N(CC=1SC=CC1)CC 2-(2,3-dihydro-1H-inden-5-yloxy)-N-ethyl-N-(thiophen-2-ylmethyl)acetamide